NC1=C(C=CC(=C1)F)C(C)=O 1-(2-amino-4-fluorophenyl)ethan-1-one